Tert-butyl (3S,4R)-3,4-diazidopyrrolidine-1-carboxylate N(=[N+]=[N-])[C@H]1CN(C[C@H]1N=[N+]=[N-])C(=O)OC(C)(C)C